C(C=C)(=O)N1C[C@H](N([C@@H](C1)C(F)(F)F)S(=O)(=O)C)C1=CC(=NC(=C1)Cl)C1=CC(=NC=N1)C(=O)NC 6-(4-((2R,6S)-4-acryloyl-1-(methylsulfonyl)-6-(trifluoromethyl)piperazin-2-yl)-6-chloropyridin-2-yl)-N-methylpyrimidine-4-carboxamide